N1=CC(=CC=C1)C#COC(=O)C1=CN=NC=C1 (pyridin-3-ylethynyl)pyridazine-4-carboxylate